ethyl α-trimethylsilylpropionate C[Si](C(C(=O)OCC)C)(C)C